2-methyl-3,4,6-pyridinetricarboxylic acid CC1=NC(=CC(=C1C(=O)O)C(=O)O)C(=O)O